ClC1=C(C(=CC=C1NS(=O)(=O)C=1C(=NC=C(C1)Cl)OC)Cl)C=1C=C2C=NC(=NC2=CC1)CC(C(=O)N)(C)C (6-(2,6-dichloro-3-(5-chloro-2-methoxypyridine-3-sulfonamido)phenyl)quinazolin-2-yl)pivalamide